BrC=1C=C(C=CC1O)CCC(=O)O 3-(3-bromo-4-hydroxyphenyl)propionic acid